3-tert-butyl-2-methylanisole C(C)(C)(C)C=1C(=C(C=CC1)OC)C